4-amino-2,6-dichloro-phenol NC1=CC(=C(C(=C1)Cl)O)Cl